C(C)(C)OC1=C(C=C(C=C1)B(O)O)C(F)(F)F 4-ISOPROPOXY-3-(TRIFLUOROMETHYL)BENZENEBORONIC ACID